OCCN[C@@H](CCC(N)=O)C(=O)O N-(2-hydroxyethyl)-L-glutamine